CC(C)C1=CC=CC=2C3=CC=NC(OCCCCCN4N=CC=C4S(NC(CC12)=O)(=O)=O)=C3 6-(propan-2-yl)-22-oxa-11λ6-thia-10,15,16,24-tetraazatetracyclo-[21.3.1.02,7.012,16]heptacosa-1(26),2(7),3,5,12,14,23(27),24-octaene-9,11,11-trione